8-methoxy-3-((5-morpholinopyranyl)oxy)-6H-benzo[c]benzopyran-6-one COC=1C=CC2=C(C(OC3=C2C=CC(=C3)OC3OC=C(C=C3)N3CCOCC3)=O)C1